tert-Butyl 3-(2,2-dimethoxyethylcarbamoylamino)-2-(4-fluoro-3-methylphenyl)-6,7-dihydro-4H-pyrazolo[4,3-c]pyridine-5-carboxylate COC(CNC(=O)NC=1N(N=C2C1CN(CC2)C(=O)OC(C)(C)C)C2=CC(=C(C=C2)F)C)OC